C1(CC1)C1=NN(C=C1)C1=CC=C(C(=N1)N)[N+](=O)[O-] 6-(3-cyclopropyl-1H-pyrazol-1-yl)-3-nitropyridin-2-amine